CC(/C=C/C(C(=O)O)NC(=O)C1NCCN(C1)C1=CC=NC=C1)(C)C (E)-5,5-dimethyl-2-[4-(4-pyridyl)-2-piperazinylcarbonylamino]-3-hexenoic acid